COCC1C(CCC1)=O 2-(methoxymethyl)cyclopentan-1-one